CC(C#N)(C)N1N=C(C(=C1)[N+](=O)[O-])OC1COC1 2-methyl-2-(4-nitro-3-(oxetan-3-yloxy)-1H-pyrazol-1-yl)propanenitrile